FC=1C=C(C#N)C=C(C1)OC1=C2CCC(C2=C(C=C1C)S(=O)(=O)C)O 3-fluoro-5-(1-hydroxy-5-methyl-7-methylsulfonyl-indan-4-yl)oxy-benzonitrile